COC=1C(=C2C=C(NC2=C(C1)C)C)CN1[C@@H](C[C@@H](CC1)C)C1=CC=C(C(=O)O)C=C1 4-((2S,4R)-1-((5-Methoxy-2,7-dimethyl-1H-indol-4-yl)methyl)-4-methylpiperidin-2-yl)benzoic Acid